C(#N)C1=CC=C(C2=C1C=CO2)COC2=CC=CC(=N2)C=2CCN(CC2)CC2=NC1=C(N2C[C@H]2OCC2)C=C(C=C1)C(=O)O (S)-2-((6-((4-cyanobenzofuran-7-yl)methoxy)-3',6'-dihydro-[2,4'-bipyridine]-1'(2'H)-yl)methyl)-1-(oxetan-2-ylmethyl)-1H-benzo[d]imidazole-6-carboxylic acid